C(C)CC(=O)OCC(OC(CCC)=O)COC(CCC)=O Glycerol tri(ethyl acetate)